allyl-isopentyl-malonate C(C=C)C(C(=O)[O-])(C(=O)[O-])CCC(C)C